O1[C@@H](CC1)CN1C=NC=2C1=NC(=CC2)C(=O)[O-] 3-(((S)-oxetan-2-yl)methyl)-3H-imidazolo[4,5-b]pyridine-5-carboxylate